3-benzyloxy-4-methyl-5-(2-naphthyl)pyridine-2-carbonitrile C(C1=CC=CC=C1)OC=1C(=NC=C(C1C)C1=CC2=CC=CC=C2C=C1)C#N